O1CCN(CC1)C1=CC=C(C=C1)NC=1N=CC2=C(N1)C(=CS2)C=2C=C(C=CC2)S(=O)(=O)N 3-(2-(4-morpholinophenylamino)thieno[3,2-d]pyrimidin-7-yl)benzenesulfonamide